CN(C1CN(CCOC1)C=1C2=C(N=C(N1)OC[C@]13CCCN3C[C@@H](C1)F)C(=C(N=C2)C2=CC(=CC1=CC=C(C(=C21)C#C)F)O)F)C 4-(4-(6-(dimethylamino)-1,4-oxazepan-4-yl)-8-fluoro-2-(((2R,7aS)-2-fluorotetrahydro-1H-pyrrolizin-7a(5H)-yl)methoxy)pyrido[4,3-d]pyrimidin-7-yl)-5-ethynyl-6-fluoronaphthalen-2-ol